2-fluoro-1-((3R,4R)-3-(5-methoxypyrimidin-2-ylamino)-4-(4-(trifluoromethyl)benzyloxy)pyrrolidin-1-yl)prop-2-en-1-one FC(C(=O)N1C[C@H]([C@@H](C1)OCC1=CC=C(C=C1)C(F)(F)F)NC1=NC=C(C=N1)OC)=C